(S)-N,N-dimethyl-2-(pyrrolidin-2-yl)aniline CN(C1=C(C=CC=C1)[C@H]1NCCC1)C